OC1=CC=C(C=C1)CCCC(=O)O 4-p-hydroxyphenylbutyric acid